ClC1=NC=C(C(=N1)Cl)C 2,4-dichloro-5-methyl-pyrimidine